FC1=CC(=CC=C1)N=C=S 1-fluoro-3-isothiocyanatobenzene